C1(CC1)C(C)N1C=NC=C(C1=O)C1=CC=C(C=C1)C1(CC1)C1=NN(C2=NC(=NC=C21)C(=O)N)C(C)C (1-(4-(1-(1-cyclopropylethyl)-6-oxo-1,6-dihydropyrimidin-5-yl)phenyl)cyclopropyl)-1-isopropyl-1H-pyrazolo[3,4-d]Pyrimidine-6-carboxamide